ClC1=CC=C2CCCC2=C1 (1S,2R)-6-chloro-2,3-dihydro-1H-inden